Racemic-3-[4-[2-[5-[(6,7-difluoro-4-methylsulfanyl-1H-indol-5-yl)oxy]-2-fluoro-phenyl]-1H-imidazol-4-yl]-4-methyl-chroman-8-yl]-2,2-dimethyl-propanoate FC1=C(C(=C2C=CNC2=C1F)SC)OC=1C=CC(=C(C1)C=1NC=C(N1)[C@@]1(CCOC2=C(C=CC=C12)CC(C(=O)[O-])(C)C)C)F |r|